2-((2-methyl-5-(3-methyl-1,2,4-thiadiazol-5-yl)phenyl)amino)-1-(4-(prop-1-en-2-yl)indolin-1-yl)ethan-1-one CC1=C(C=C(C=C1)C1=NC(=NS1)C)NCC(=O)N1CCC2=C(C=CC=C12)C(=C)C